4-[2-[3-(4-fluoropyrazol-1-yl)cyclobutyl]-2-methyl-propionyl]-3,5-dihydro-2H-pyrido[3,4-f][1,4]oxazepine-9-Carbonitrile FC=1C=NN(C1)C1CC(C1)C(C(=O)N1CCOC2=C(C1)C=NC=C2C#N)(C)C